2-(2-aminoethyl)thioethyl-triethoxysilane tert-butyl-2'-phenylspiro[4,5-dihydrothieno[2,3-c]pyran-7,4'-piperidine]-1'-carboxylate C(C)(C)(C)OC(=O)N1C(CC2(CC1)OCCC1=C2SC=C1)C1=CC=CC=C1.NCCSCC[Si](OCC)(OCC)OCC